Indolyl-Lactic Acid N1C(=CC2=CC=CC=C12)C(C(=O)O)(O)C